4,4-bis[(4-anilino-6-morpholino-1,3,5-triazin-2-yl)amino]-stilben-2,2-disulfonat N(C1=CC=CC=C1)C1=NC(=NC(=N1)N1CCOCC1)NC1(CC(C(C=C1)C=CC1=CC=CC=C1)(S(=O)(=O)[O-])S(=O)(=O)[O-])NC1=NC(=NC(=N1)NC1=CC=CC=C1)N1CCOCC1